C(=O)(O)C(CC1=CC=C(C=C1)OCCOCC)N1CCN(CCN(CCN(CC1)CC(=O)[O-])CC(=O)[O-])CC(=O)[O-].[Gd+3] gadolinium 2,2',2''-(10-{1-carboxy-2-[4-(2-ethoxyethoxy)phenyl]ethyl}-1,4,7,10-tetraazacyclododecane-1,4,7-triyl)triacetate